C(C1=CC=CC=C1)O[C@@H]([C@H](CCC(N)=O)NC(=O)[C@@H]1CC[C@H]2N1C([C@H](CNCC2)NC(OC(C)(C)C)=O)=O)C tert-butyl N-[(5S,8S,10aR)-8-[[(3S,4R)-4-(benzyloxy)-1-carbamoylpentan-3-yl]carbamoyl]-6-oxo-octahydro-1H-pyrrolo[1,2-a][1,5]diazocin-5-yl]carbamate